COC1=C(C(=NC=C1C)CS(=O)C1=NC2=C(N1)C=CC(=C2)OC(C(CC)CC)=O)C 2-Ethylbutanoic acid 2-(((4-methoxy-3,5-dimethylpyridin-2-yl) methyl) sulfinyl)-1H-benzo[d]imidazol-5-yl ester